3-bromo-5-(3-chloro-5-fluorophenoxy)-1-(1,1,2,2,2-pentadeuterioethyl)-1,2,4-triazole BrC1=NN(C(=N1)OC1=CC(=CC(=C1)F)Cl)C(C([2H])([2H])[2H])([2H])[2H]